3-difluoromethyl-1-phenyl-1H-imidazole trifluoro-methanesulfonate FC(S(=O)(=O)O)(F)F.FC(N1CN(C=C1)C1=CC=CC=C1)F